C(C)NC(CN1N=C(C=CC1=O)C=1C=NC(=CC1)OCC1(COC1)C)=O N-ethyl-2-(3-(6-((3-methyloxetan-3-yl)methoxy)pyridin-3-yl)-6-oxopyridazin-1(6H)-yl)acetamide